2-methylpropanoyl chloride CC(C(=O)Cl)C